2-bromo-4-(3,3-difluorocyclobutyl)thiazole BrC=1SC=C(N1)C1CC(C1)(F)F